(1-{[2-(1H-pyrazol-4-yl)pyrido[3,4-d]pyrimidin-4-yl]amino}cyclopropyl)methanol N1N=CC(=C1)C=1N=C(C2=C(N1)C=NC=C2)NC2(CC2)CO